5,5-diallyl-3-(tert-butyldimethylsilyl)oxazolidin-2-one methyl-(E-Z)-N-methyl-N-nitrocarbamimidothioate CS/C(/N([N+](=O)[O-])C)=N/[H].C(C=C)C1(CN(C(O1)=O)[Si](C)(C)C(C)(C)C)CC=C